COC(C)(C)C methyl-tertbutyl ether